C(C)OC1=NC=C(C(=C1)N1C(C(C2=CC(=CC(=C12)F)C(=O)N[C@]1(CS(CC1)(=O)=O)C)(C)C)=O)F 1-(2-ethoxy-5-fluoro-4-pyridyl)-7-fluoro-3,3-dimethyl-N-[(3R)-3-methyl-1,1-dioxo-thiolan-3-yl]-2-oxo-indoline-5-carboxamide